6,7-Dichloro-10-(1-tetrahydropyran-2-ylpyrazol-4-yl)-3,4-dihydro-2H-pyrazino[1,2-a]indol-1-one ClC1=C(C=CC=2C(=C3N(C12)CCNC3=O)C=3C=NN(C3)C3OCCCC3)Cl